ClC1=C(C=CC=C1Cl)N1C(=NC(=C(C1=O)C)N1CCC2(CC1)C(C=1C(=CN=CC1)O2)=N[S@@](=O)C(C)(C)C)C (S)-N-[1'-[1-(2,3-dichlorophenyl)-2,5-dimethyl-6-oxopyrimidin-4-yl]spiro[furo[2,3-c]pyridin-2,4'-piperidin]-3-ylidene]-2-methylpropane-2-sulfinamide